O[C@@H](CC1=NOC(=N1)CN1C(N(C=CC1=O)C)=O)C1=CC=C(C=C1)C (S)-3-((3-(2-hydroxy-2-(4-methylphenyl)ethyl)-1,2,4-oxadiazol-5-yl)methyl)-1-methylpyrimidine-2,4(1H,3H)-dione